N-Cyclopropyl-4-{5-[5-fluoro-6-(2-methoxyethoxy)-1H-indazol-3-yl]-1,2-oxazol-3-yl}-N-methylbenzamid C1(CC1)N(C(C1=CC=C(C=C1)C1=NOC(=C1)C1=NNC2=CC(=C(C=C12)F)OCCOC)=O)C